(S)-4-Chloro-N-(1-(3-hydroxyazetidin-1-yl)pentan-2-yl)-N,3-dimethylbenzamide ClC1=C(C=C(C(=O)N(C)[C@H](CN2CC(C2)O)CCC)C=C1)C